C(#N)C1=CC(=C(COC2=CC=CC(=N2)C2=CC=C(C=C2)C2(CC2)C2=NC3=C(N2CCOC)C=C(C=C3)C(=O)O)C=C1)F 2-(1-(4-(6-((4-cyano-2-fluorobenzyl)oxy)pyridin-2-yl)phenyl)cyclopropyl)-1-(2-methoxyethyl)-1H-benzo[d]imidazole-6-carboxylic Acid